C1(=CC=CC=C1)CS(=O)(=O)OC1=C(O[C@@](C1=O)([2H])C1=C(C=CC=C1OC)OC)N (S)-2-amino-5-(2,6-dimethoxyphenyl)-4-oxo-4,5-dihydrofuran-3-yl-5-d phenylmethanesulfonate